CC1=CN=C(S1)NC1=CC(=CC(=N1)OC1CCN(CC1)C(C=C)=O)CN1CCOCC1 1-(4-((6-((5-Methylthiazol-2-yl)amino)-4-(morpholinomethyl)pyridin-2-yl)oxy)piperidin-1-yl)prop-2-en-1-one